O1CC(CC1)C(=O)OC Methyl oxacyclopentane-3-carboxylate